IC1=CC=C(C=C1)NC(C1=CC(=C(C(=C1)OCCOCCOC)OCCOCCOC)OCCOCCOC)=O N-(4-iodophenyl)-3,4,5-tris(2-(2-methoxyethoxy)ethoxy)benzamide